3-(1-Oxo-5-(1-phenyl-1H-pyrazol-5-yl)isoindolin-2-yl)piperidine-2,6-dione O=C1N(CC2=CC(=CC=C12)C1=CC=NN1C1=CC=CC=C1)C1C(NC(CC1)=O)=O